CN1C(C(=C(C2=CC(=C(C=C12)OC1COCC1)C)N1CCC(CC1)C=1OC2=C(N1)C=C(C=C2)C)C#N)=O 1,6-dimethyl-4-[4-(5-methyl-1,3-benzoxazol-2-yl)piperidin-1-yl]-2-oxo-7-[(oxolan-3-yl)oxy]-1,2-dihydroquinoline-3-carbonitrile